(R)-N-(2-(4-Cyanothiazolidin-3-yl)-2-oxoethyl)-6-(4-(3-methoxy-propoxy)phenyl)quinoline-4-carboxamide Mono-sodium tetradecylphosphate C(CCCCCCCCCCCCC)OP(=O)([O-])O.[Na+].C(#N)[C@H]1N(CSC1)C(CNC(=O)C1=CC=NC2=CC=C(C=C12)C1=CC=C(C=C1)OCCCOC)=O